CN(C1=C2C=CC=C(C2=CC=C1)S(=O)(=O)NC=1C=C(C=CC1)C=1N=C(SC1)NC(CCCCCN)=O)C N-(4-(3-(5-(dimethylamino)naphthalene-1-sulfonylamino)phenyl)thiazol-2-yl)-6-aminocaproamide